(1S,2R)-2-((S)-1-((1,3-Dioxoisoindolin-2-yl)methyl)-8-((1-methyl-1H-benzo[d][1,2,3]triazol-5-yl)methoxy)-1,2,3,4-tetrahydroisochinolin-2-carbonyl)cyclohexan O=C1N(C(C2=CC=CC=C12)=O)C[C@H]1N(CCC2=CC=CC(=C12)OCC1=CC2=C(N(N=N2)C)C=C1)C(=O)C1CCCCC1